3-(3-(cyanomethyl)-7-((4-(dimethylamino)cyclohexyl)amino)benzo[b]thiophen-2-yl)prop-2-yn C(#N)CC=1C2=C(SC1C#CC)C(=CC=C2)NC2CCC(CC2)N(C)C